N[C@@H](CC1=CNC2=CC=CC=C12)C(=O)[O-].[K+] potassium tryptophan salt